Tert-butyl (1R,3s,5S)-3-(3-fluoro-N-methyl-4-(2-(2-methylthieno[2,3-d]pyrimidin-4-yl)cyclopropyl)benzamido)-8-azabicyclo[3.2.1]octane-8-carboxylate FC=1C=C(C(=O)N(C)C2C[C@H]3CC[C@@H](C2)N3C(=O)OC(C)(C)C)C=CC1C1C(C1)C=1C3=C(N=C(N1)C)SC=C3